C(CCCC)CC1(CCCC1)CCCCCC di(n-pentylmethyl)cyclopentane